8-(3-aminophenyl)-N-(tert-butyl)-1-(3,5-dichlorophenyl)-7-methoxy-N-methyl-1,4-dihydrochromeno[4,3-c]pyrazole-3-carboxamide NC=1C=C(C=CC1)C1=CC2=C(C=C1OC)OCC1=C2N(N=C1C(=O)N(C)C(C)(C)C)C1=CC(=CC(=C1)Cl)Cl